NC=1C=CC(=C2CN(C(C12)=O)CC(C(=O)N)=C)C=1C=C2C(=NNC2=CC1)C1=CSC=C1C 2-({7-amino-4-[3-(4-methylthiophen-3-yl)-1H-indazol-5-yl]-1-oxo-2,3-dihydro-1H-isoindol-2-yl}methyl)prop-2-enamide